ethyl 3-acetyl-4-amino-1-(2-chloro-4-phenoxyphenyl)-1H-pyrazole-5-carboxylate C(C)(=O)C1=NN(C(=C1N)C(=O)OCC)C1=C(C=C(C=C1)OC1=CC=CC=C1)Cl